OCC1=NN(C=2C(N(CCC21)C2=CC=C1CCN(C(C1=C2)=O)C)=O)COCC[Si](C)(C)C 7-[3-(hydroxymethyl)-7-oxo-1-(2-trimethylsilylethoxymethyl)-4,5-dihydropyrazolo[3,4-C]pyridin-6-yl]-2-methyl-3,4-dihydroisoquinolin-1-one